BrC1=CC=C(C=C1)C=1C=CC2=C(N=CCO2)C1 6-(4-bromophenyl)-1,4-benzoxazine